N=N.[Hf] hafnium iminoamine